2-hydroxyethyl 2-(3,5-dimethoxyphenyl)-4-methylazole-5-carboxylate COC=1C=C(C=C(C1)OC)C=1NC(=C(C1)C)C(=O)OCCO